C(CCC)NC1CN(CCCC1)CC=1C(=NN(C1Cl)C)C1=NOC(=C1)C N-Butyl-1-((5-chloro-1-methyl-3-(5-methylisoxazol-3-yl)-1H-pyrazol-4-yl)methyl)azepan-3-amine